(1r,4r)-4-(3-Chloroanilino)-2'-{3-[(3-fluoropyridin-4-yl)oxy]propyl}-2',3'-dihydrospiro[cyclohexane-1,1'-indene]-4-carboxylic acid methyl ester COC(=O)C1(CCC2(C(CC3=CC=CC=C23)CCCOC2=C(C=NC=C2)F)CC1)NC1=CC(=CC=C1)Cl